N[C@H]1CC[C@H](CC1)C(=O)O CIS-4-AMINOCYCLOHEXANECARBOXYLIC ACID